COCC=1C=C(C=CC1)C1=C(N=CN1)C=1N=C2C=C(C=NC2=CC1)NCCN1CCNCC1 6-[5-[3-(methoxymethyl)phenyl]-1H-imidazol-4-yl]-N-(2-piperazin-1-ylethyl)-1,5-naphthyridin-3-amine